C1(=CCC=CC1)CCNC(C)=O N-(2-(cyclohexa-1,4-dien-1-yl)ethyl)acetamide